5-acetamido-N-ethylpentanamide C(C)(=O)NCCCCC(=O)NCC